C1(CC1)C1=CC=C(C=N1)C1=NN2C(OCCC2)=C1C(=O)N[C@@H]1C(NC2=C(C(=N1)C1=CC=CC=C1)C=CC=C2F)=O 2-(6-cyclopropylpyridin-3-yl)-N-[(3S)-9-fluoro-2-oxo-5-phenyl-1,3-dihydro-1,4-benzodiazepine-3-yl]-6,7-dihydro-5H-pyrazolo[5,1-b][1,3]Oxazine-3-carboxamide